C(#N)CC1CC(C1)(C1=NN=CN1C)C=1C=C(C=CC1)NC(=O)C1=CC=C2C(=N1)C(CN2)(C)C N-(3-((1s,3s)-3-(cyanomethyl)-1-(4-methyl-4H-1,2,4-triazol-3-yl)cyclobutyl)phenyl)-3,3-dimethyl-2,3-dihydro-1H-pyrrolo[3,2-b]pyridine-5-carboxamide